2-methoxy-acetic acid ethyl ester C(C)OC(COC)=O